OC1=C(C(NCC(=O)[O-])=O)C=CC=C1 2-hydroxyhippurate